N1CCC(CC1)P(O)=O piperidin-4-yl-phosphinic acid